N[C@H]1[C@@H](C2=CC=CC=C2C1)NC(OC(C)(C)C)=O tert-butyl ((1R,2R)-2-amino-2,3-dihydro-1H-inden-1-yl)carbamate